difluoromethyl-trimethyl-silane FC(F)[Si](C)(C)C